C(C)(C)(C)[C@@H]1CC=2C=C3C(=NC2CC1)SC(=C3)C(=O)N[C@H](CC[NH+]3CC(CC3)O)C3=CC=C(C=C3)C3=CNC(C=C3)=O |r| rac-(6S)-6-tert-butyl-N-[rac-(1R)-3-(3-hydroxypyrrolidin-1-ium-1-yl)-1-[4-(6-oxo-1H-pyridin-3-yl)phenyl]propyl]-5,6,7,8-tetrahydrothieno[2,3-b]quinoline-2-carboxamide